NC1=NC(=C2N=CN(C2=N1)[C@H]1C[C@@H]([C@](O1)(CO)C#C)O)OC (2r,3s,5r)-5-(2-amino-6-methoxy-9H-purin-9-yl)-2-ethynyl-2-(hydroxymethyl)tetrahydrofuran-3-ol